6-(benzofuran-5-yl)-1,2,3,4-tetrahydroisoquinoline O1C=CC2=C1C=CC(=C2)C=2C=C1CCNCC1=CC2